isobutyl acrylate (isobutyl methacrylate) C(C(C)C)C=C(C(=O)O)C.C(C=C)(=O)OCC(C)C